N[C@H](C(=O)O)CC1=CC=C(C=C1)F (S)-2-amino-3-(4-fluorophenyl)propanoic acid